FC(C1=CC=CC(=N1)C(=O)NC=1C=C2C=NNC2=CC1C(=O)OC)(F)F methyl 5-({[6-(trifluoromethyl)pyridin-2-yl]carbonyl}amino)-1H-indazole-6-carboxylate